COC(=O)C=1C=CC2=C(COCC3=C2C=CC=C3Br)C1 8-Bromo-5,7-dihydrodibenzo[c,e]oxepin-3-carboxylic acid methyl ester